(2RS)-2-(6-bromoindazol-2-yl)-2-(5-fluoro-2-methoxy-phenyl)acetic acid BrC=1C=CC2=CN(N=C2C1)[C@@H](C(=O)O)C1=C(C=CC(=C1)F)OC |r|